boron bislactic acid C(C(O)C)(=O)O.C(C(O)C)(=O)O.[B]